dipotassium silicon triscatecholate C=1([O-])C([O-])=CC=CC1.C=1([O-])C([O-])=CC=CC1.C=1([O-])C([O-])=CC=CC1.[Si+4].[K+].[K+]